(3-methyl-4-(oct-3-yloxy)but-3-en-1-yl)benzene CC(CCC1=CC=CC=C1)=COC(CC)CCCCC